C(C)(C)(C)OC(=O)N1N=CC2=CC(=C(C=C12)OC)NC1=NC=NC(=C1)NC(C)=O 1-tert-Butoxycarbonyl-5-(6-acetamidopyrimidin-4-ylamino)-6-methoxyindazole